ClC=1C=CC(N(N1)C)=O 6-chloro-2-methylpyridazin-3(2H)-one